C(=O)O.C(#C)C=1C=NC(=NC1)N[C@H]1CN(CC1)C1=NN=CC2=CC(=CC=C12)NC(C=C)=O (R)-N-(1-(3-((5-ethynylpyrimidin-2-yl)amino)pyrrolidin-1-yl)phthalazin-6-yl)acrylamide formate